NC=1C=NC=C(C1)OC1C2C3=C(C1CC2)C=C(C=C3)OC=3C=C(C=NC3)N 3,6-bis(3-amino-5-pyridyloxy)benzonorbornene